(R)-3-(2-(4-(3-chlorophenyl)piperazin-1-yl)ethyl)-8-(dimethylglycyl)-2-oxa-8-azaspiro[4.5]decan-1-one ClC=1C=C(C=CC1)N1CCN(CC1)CC[C@@H]1OC(C2(C1)CCN(CC2)C(CN(C)C)=O)=O